S(=O)(=O)([O-])[O-].[Mg+2].C(C=1C(O)=CC=CC1)(=O)O salicylic acid magnesium sulfate